tin dimethylhydroxyoleate C/C(=C(/CCCCCCC(C(=O)[O-])O)\C)/CCCCCCCC.[Sn+4].C/C(=C(/CCCCCCC(C(=O)[O-])O)\C)/CCCCCCCC.C/C(=C(/CCCCCCC(C(=O)[O-])O)\C)/CCCCCCCC.C/C(=C(/CCCCCCC(C(=O)[O-])O)\C)/CCCCCCCC